O1CCOCC2=C1C=C(C=C2)CN (3,5-dihydro-2H-1,4-benzodioxepin-8-yl)methylamine